C1(CCC1)CC(=O)O 2-(cyclobutyl)acetic acid